copper-zinc-aluminium [Al].[Zn].[Cu]